C(C)(C)(C)OC(=O)N1CCC(=CC1)C1=CC=CC=2NC(N(C21)C)=O 4-(3-methyl-2-oxo-1H-benzoimidazol-4-yl)-3,6-dihydro-2H-pyridine-1-carboxylic acid tert-butyl ester